FC=1C=C2C=C(NC2=CC1F)CN([C@@H]1COCC=2NC(C=3C=C(C(=CC3C21)F)F)=O)C (S)-1-(((5,6-difluoro-1H-indol-2-yl)methyl)(methyl)amino)-8,9-difluoro-1,5-dihydro-2H-pyrano[3,4-c]isoquinolin-6(4H)-one